N1C(=CC2=CC=CC=C12)C1(CCCCC1)C(=O)N (1H-indol-2-yl)cyclohexane-1-carboxamide